NCCOC=1N=NC(=CC1NC1=CC(=NC=C1)NC(CCN1CCN(CC1)C)=O)C1=C(C=CC(=C1)Cl)F N-(4-{[3-(2-aminoethoxy)-6-(5-chloro-2-fluorophenyl)pyridazin-4-yl]amino}pyridin-2-yl)-3-(4-methylpiperazin-1-yl)propanamide